(benzofuran-5-ylsulfonyl)-1,2,3,4,5,6-hexahydropyrrolo[3,4-c]pyrrole hydrochloride Cl.O1C=CC2=C1C=CC(=C2)S(=O)(=O)C2NCC1=C2CNC1